C1(CCCCC1)CN1CCC1 1-(cyclohexylmethyl)azetidin